C(#N)C(C(=O)OC1CCCC1)=C cyclopentyl 2-cyanoacrylate